(S)-1-(3-chlorophenyl)-3-(isoquinolin-4-yl)-4-methyl-2-oxoimidazolidine-4-carbonitrile ClC=1C=C(C=CC1)N1C(N([C@@](C1)(C#N)C)C1=CN=CC2=CC=CC=C12)=O